FC1=C(C(=O)N2CCN(CC2)C2=NC=C(C#N)C=C2)C=C(C=C1)CC1=NNC(C2=CC=C(C=C12)OC1=NC=CC=C1)=O 6-(4-(2-fluoro-5-((4-oxo-7-(pyridin-2-yloxy)-3,4-dihydrophthalazin-1-yl)methyl)benzoyl)piperazin-1-yl)nicotinonitrile